bis(salicylidene)-propanediamine C(C=1C(O)=CC=CC1)=CC(C(N)N)=CC=1C(O)=CC=CC1